NC1=CC=C(OC2CCN(CC2)C(=O)C2CCCCC2)C=C1 (4-(4-aminophenoxy)piperidin-1-yl)(cyclohexyl)methanone